8-(cyclopropanesulfonyl)-17-fluoro-5-(4-methylpiperazin-1-yl)-12-oxa-8,20,23,24-tetraazapentacyclo[17.5.2.12,6.013,18.022,25]heptacosa-1(24),2(27),3,5,13(18),14,16,19,21,25-decaene C1(CC1)S(=O)(=O)N1CC2=C(C=CC(C3=NNC4=CN=C(C=5C(=CC=CC5OCCC1)F)C=C34)=C2)N2CCN(CC2)C